CC(C(=O)OCCCN=C=O)=C 3-isocyanatopropyl 2-methylacrylate